C(C(C)C)NC(C=CC=CCCC=CC=CC=CC)=O N-Isobutyl-2,4,8,10,12-tetradecapentaenamide